(1R,3R)-1-(2,6-difluoro-4-(2-(3-(fluoromethyl)azetidin-1-yl)ethoxy)phenyl)-3-methyl-2-((S)-2-phenylpropyl)-2,3,4,9-tetrahydro-1H-pyrido[3,4-b]indole FC1=C(C(=CC(=C1)OCCN1CC(C1)CF)F)[C@H]1N([C@@H](CC2=C1NC1=CC=CC=C21)C)C[C@@H](C)C2=CC=CC=C2